C1(=CC=CC=C1)S(=O)(=O)OCC(C)(C)C Neopentyl benzenesulfonate